CN1CCC(C2=CC=CC=C12)N 1-methyl-1,2,3,4-tetrahydroquinolin-4-amine